4,4'-bipyridin N1=CC=C(C=C1)C1=CC=NC=C1